C(#N)C1=CC=C(C=C1)C1CCN(CC1)C(=O)C=1C(=CC(=C(C1)N1C=NC=C1C(=O)N(C)C)C)C (5-(4-(4-cyanophenyl)piperidine-1-carbonyl)-2,4-dimethylphenyl)-N,N-dimethyl-1H-imidazole-5-carboxamide